BrCC([C@@H](CC1=CC=CC=C1)NC(OC(C)(C)C)=O)=O tert-butyl (R)-(4-bromo-3-oxo-1-phenylbutan-2-yl)carbamate